C1(CCCC1)OC=1C=C(C=CC1OC)[C@H]1CC(NC1)=O (R)-4-[3-(cyclopentyloxy)-4-methoxyphenyl]-2-pyrrolidone